COCCN1C[C@H](N([C@H](C1)C)C=1OC2=C(N1)C=CC(=C2)N2C=C(C(C=C2C2=CC(=C(C=C2)N2CCCC2)C(F)(F)F)=O)C(=O)OCC)C ethyl 1-(2-((2R,6S)-4-(2-methoxyethyl)-2,6-dimethylpiperazin-1-yl) benzo[d]oxazol-6-yl)-4-oxo-6-(4-(pyrrolidin-1-yl)-3-(trifluoromethyl) phenyl)-1,4-dihydropyridine-3-carboxylate